CN1CC2=C(N=C(N=C2NC2=C3C(=NC=C2)N(C=C3)COCC[Si](C)(C)C)C3=NC(=CC=C3)C)CC1 6-methyl-2-(6-methylpyridin-2-yl)-N-(1-((2-(trimethylsilyl)ethoxy)methyl)-1H-pyrrolo[2,3-b]pyridin-4-yl)-5,6,7,8-tetrahydropyrido[4,3-d]pyrimidin-4-amine